C1(CCC2=NC=CC=C12)NC1=CC=CN2C=C(N=C12)C=1C(=C(N=C2C(CS(C12)(=O)=O)C(C)C)CCC1CCOCC1)C=1OC(=NN1)C N-(R)-4-aza-1-indanyl(2-(3-isopropyl-6-(5-methyl-1,3,4-oxadiazol-2-yl)-1,1-dioxo-5-[2-(tetrahydro-2H-pyran-4-yl)ethyl]-1λ6-thia-4-aza-7-indanyl)-1,3a-diaza-7-indenyl)amine